4-[5-[3-[2-(4-tert-butoxy-4-oxo-butanoyl)-4-fluoro-6-methoxy-isoindolin-5-yl] oxypropoxy]-4-fluoro-6-methoxy-isoindolin-2-yl]-4-oxo-butanoate C(C)(C)(C)OC(CCC(=O)N1CC2=CC(=C(C(=C2C1)F)OCCCOC=1C(=C2CN(CC2=CC1OC)C(CCC(=O)[O-])=O)F)OC)=O